C(#N)[C@H](C[C@@H]1C(NCC1)=O)NC(=O)[C@@H]1N([C@H]2CC([C@@H]1CC2)(F)F)C(=O)C=2NC1=CC=CC(=C1C2)C(F)F (1R,3R,4R)-N-((S)-1-cyano-2-((R)-2-oxopyrrolidin-3-yl)ethyl)-2-(4-(difluoromethyl)-1H-indole-2-carbonyl)-5,5-difluoro-2-azabicyclo[2.2.2]octane-3-carboxamide